4-(Diethylamino)-2-hydroxybenzaldehyde C(C)N(C1=CC(=C(C=O)C=C1)O)CC